4-Butyl-5'-methyl-2'-(prop-1-en-2-yl)-1',2',3',4'-tetrahydro-[1,1'-biphenyl]-2,6-diyl diacetate C(C)(=O)OC1=C(C(=CC(=C1)CCCC)OC(C)=O)C1C(CCC(=C1)C)C(=C)C